((3-chlorobenzyl)carbamoyl)-8-azabicyclo[3.2.1]octane-8-carboxylic acid tert-butyl ester C(C)(C)(C)OC(=O)N1C2(CCCC1CC2)C(NCC2=CC(=CC=C2)Cl)=O